BrC1=CC=C(C=C1)C(C)(C)C=1N=C(SC1)NC(=O)NCC1=CC(=C(C=C1)N1CCNCC1)C 1-(4-(2-(4-bromophenyl)-propan-2-yl)thiazol-2-yl)-3-(3-methyl-4-(piperazin-1-yl)benzyl)urea